BrC1=C(C2=C(C=CO2)C=C1)OC 6-bromo-7-methoxybenzofuran